O[C@@H]1[C@H](O[C@@H]([C@H]([C@H]1O)O)OC1=CC=C(C=C1)OCCCCCCC#C)CCP(O)(O)=O (2-((2R,3S,4S,5S,6R)-3,4,5-trihydroxy-6-(4-(oct-7-yn-1-yloxy)phenoxy)tetrahydro-2H-pyran-2-yl)ethyl)phosphonic acid